CC1=NN=C(O1)C=1C=CC(=NC1)OC1=CC=C(C=C1)C(C)(C)C1=CC=C(OC2CC(C2)NC(OC(C)(C)C)=O)C=C1 tert-butyl ((1r,3r)-3-(4-(2-(4-((5-(5-methyl-1,3,4-oxadiazol-2-yl)pyridin-2-yl)oxy) phenyl)propan-2-yl)phenoxy)cyclobutyl)carbamate